5-acetyldihydro-2(3H)-furanone C(C)(=O)C1CCC(O1)=O